O1CCN(CC1)C1=CC2=C(N(C([C@@H](N=C2C2=CC=CC=C2)C(CC)CC)=O)CCC(=O)O)C=C1 (S)-3-(7-morpholino-2-oxo-3-(pent-3-yl)-5-phenyl-2,3-dihydro-1H-benzo[e][1,4]diazepin-1-yl)propionic acid